ClC1=C(C(=C(C=C1OC)OC)Cl)C=1C=C2C=NC(=NC2=CC1)N[C@H]1[C@H](C[C@H](C1)C(N(C)C)=O)NC(OC(C)(C)C)=O tert-butyl ((1S,2R,4S)-2-((6-(2,6-dichloro-3,5-dimethoxyphenyl)quinazolin-2-yl)amino)-4-(dimethylcarbamoyl)cyclopentyl)carbamate